OC(C(=O)C1=CC=C(C=C1)C(=C)C)(C)C 2-hydroxy-2-methyl-1-(4-(1-methylvinyl)phenyl)propan-1-one